ClC=1C(=CC(=NC1)N1[C@@H]([C@H](CC1)O)CO)N1C(C2=C(C=C1)N(N=C2)CC2=C(C=CC=C2)F)=O |o1:8,9| rel-5-(5-chloro-2-((2R,3S)-3-hydroxy-2-(hydroxymethyl)pyrrolidin-1-yl)pyridin-4-yl)-1-(2-fluorobenzyl)-1,5-dihydro-4H-pyrazolo[4,3-c]pyridin-4-one